8-(2-aminoethyl)-5-(piperazin-1-yl)-2,3-dihydro-1,4-benzodioxine NCCC1=CC=C(C2=C1OCCO2)N2CCNCC2